Ethyl 2-diazo-3-oxopropionate [N+](=[N-])=C(C(=O)OCC)C=O